dibenzoylmethylene(3,5-dimethylcyclopentadienyl)(fluorenyl)zirconium dichloride [Cl-].[Cl-].C(C1=CC=CC=C1)(=O)C(C(C1=CC=CC=C1)=O)=[Zr+2](C1=CC=CC=2C3=CC=CC=C3CC12)C1C=C(C=C1C)C